anti-2,6-di-tert-butyl-p-cresol C(C)(C)(C)C1=CC(=CC(=C1O)C(C)(C)C)C